Fmoc-Cystine C(=O)(OCC1C2=CC=CC=C2C2=CC=CC=C12)C([C@@H](C(=O)O)N)SSC[C@@H](C(=O)O)N